[2H]C(N1[C@H]([C@H](CC1)N)C)(C1=CC=CC=C1)[2H] (2S,3S)-1-(dideutero(phenyl)methyl)-2-methylpyrrolidin-3-amine